(S)-3-(4-(benzyloxy)-3-cyclopentylphenyl)-2-((tert-butoxycarbonyl)amino)-propionic acid C(C1=CC=CC=C1)OC1=C(C=C(C=C1)C[C@@H](C(=O)O)NC(=O)OC(C)(C)C)C1CCCC1